3-fluoro-N2-[(1S,3S)-3-[[7-(trifluoromethyl)-[1,2,4]triazolo[1,5-a]pyridin-2-yl]amino]cyclopentyl]pyridine-2,5-diamine FC=1C(=NC=C(C1)N)N[C@@H]1C[C@H](CC1)NC1=NN2C(C=C(C=C2)C(F)(F)F)=N1